CN1CCC(CC1)NC(=O)C1=CN=C(S1)C=1C=C2C(=CC=NC2=CC1)NC(C=C)=O N-(1-methylpiperidin-4-yl)-2-[4-(prop-2-enamido)quinolin-6-yl]-1,3-thiazole-5-carboxamide